FC1=CC(=C(N)C=C1)C(F)(F)F 4-fluoro-2-trifluoromethyl-aniline